Chloromethyl Propan-2-Yl Carbonate C(OCCl)(OC(C)C)=O